NC1=CC=C(C(=N1)C)CNC([C@H](C)NC(=O)[C@@H]1N(C[C@H](C1)CC1=CC=CC=C1)C(=O)OC(C)(C)C)=O tert-butyl (2R,4S)-2-(((S)-1-(((6-amino-2-methylpyridin-3-yl)methyl)amino)-1-oxopropan-2-yl)carbamoyl)-4-benzylpyrrolidine-1-carboxylate